2-(4-(3-(4-methoxybenzyl)ureido)phenyl)acetic acid COC1=CC=C(CNC(NC2=CC=C(C=C2)CC(=O)O)=O)C=C1